6-[(2S)-2-amino-3-[(1S)-2,2-difluorocyclopropyl]propyl]-7-methyl-N-(thiophen-2-ylmethyl)thieno[3,2-c]pyridazin-4-amine N[C@H](CC1=C(C=2N=NC=C(C2S1)NCC=1SC=CC1)C)C[C@@H]1C(C1)(F)F